(5-amino-8-(1-ethyl-6-oxo-1,6-dihydropyridin-3-yl)-2-(((3-methylpyridin-2-yl)methyl)amino)-[1,2,4]triazolo[1,5-c]pyrimidin-7-yl)benzonitrile NC1=NC(=C(C=2N1N=C(N2)NCC2=NC=CC=C2C)C2=CN(C(C=C2)=O)CC)C2=C(C#N)C=CC=C2